N[C@H](C1CCN(CC1)C([C@@H](CO)O)=O)C1=C(C(=C(C=C1O)Cl)Cl)Cl (R)-1-(4-((R)-amino(2,3,4-trichloro-6-hydroxyphenyl)methyl)piperidin-1-yl)-2,3-dihydroxypropan-1-one